methyl 5-[5-({5-[(aminomethyl) (3-bromophenyl) amino]-5-methylhexyl} oxy)-1-methylpyrazol-4-yl]-1-methyl-6-oxopyridine-3-carboxylate NCN(C(CCCCOC1=C(C=NN1C)C1=CC(=CN(C1=O)C)C(=O)OC)(C)C)C1=CC(=CC=C1)Br